C(C1=CC=CC=C1)OC(NC1=CC(=NN1C(C)(C)C)C1CC(CC1)=O)=O.BrC1=CC(=C(C(=O)N)C(=C1)F)F 4-bromo-2,6-difluorobenzamide Benzyl-N-[1-tert-butyl-3-(3-oxocyclopentyl)-1H-pyrazol-5-yl]carbamate